1-[(2R,4R,5R)-5-{[(tert-butyldimethylsilyl)oxy]methyl}-4-[(4-methoxyphenyl)diphenylmethoxy]oxolan-2-yl]-3H-pyrimidine-2,4-dione [Si](C)(C)(C(C)(C)C)OC[C@@H]1[C@@H](C[C@@H](O1)N1C(NC(C=C1)=O)=O)OC(C1=CC=CC=C1)(C1=CC=CC=C1)C1=CC=C(C=C1)OC